pentadienimine C(C=CC=C)=N